N-(5-(3,5-difluorobenzyl)-1H-indazol-3-yl)-4-(4-((4-(2,4-dioxotetrahydropyrimidin-1(2H)-yl)benzyl)(methyl)amino)piperidin-1-yl)-2-((tetrahydro-2H-pyran-4-yl)amino)benzamide FC=1C=C(CC=2C=C3C(=NNC3=CC2)NC(C2=C(C=C(C=C2)N2CCC(CC2)N(C)CC2=CC=C(C=C2)N2C(NC(CC2)=O)=O)NC2CCOCC2)=O)C=C(C1)F